N[C@@H]1[C@@H](N(CC1(F)F)C(=O)OC(C)(C)C)CC=1C(=C(C=CC1)C1=CC(=CC=C1)F)F |r| rac-tert-butyl (2S,3R)-3-amino-2-[(2,3'-difluoro[1,1'-biphenyl]-3-yl)methyl]-4,4-difluoropyrrolidine-1-carboxylate